BrC1=CN=C(N1CC)CO (5-Bromo-1-ethyl-1H-imidazol-2-yl)methanol